cyclopentylmethyl-tin C1(CCCC1)C[Sn]